N-(2-amino-4-fluorophenyl)-7-(4-(4-(((2R,3R,4S,5S,6R)-3,4,5-trihydroxy-6-(hydroxymethyl)tetrahydro-2H-pyran-2-yl)oxy)phenyl)-1H-1,2,3-triazol-1-yl)heptanamide NC1=C(C=CC(=C1)F)NC(CCCCCCN1N=NC(=C1)C1=CC=C(C=C1)O[C@H]1O[C@@H]([C@H]([C@@H]([C@H]1O)O)O)CO)=O